4-(5-(((tert-butyldimethylsilyl)oxy)methyl)-8-methylene-3,6,9-trioxo-2,10-dioxa-4,7-diazaundecyl)piperidine-1-carboxylate [Si](C)(C)(C(C)(C)C)OCC(NC(OCC1CCN(CC1)C(=O)[O-])=O)C(NC(C(OC)=O)=C)=O